CCCCC/C=C\\C[C@H](/C=C/C=C\\CCCCC(=O)[O-])OO The molecule is a polyunsaturated fatty acid anion that is the conjugate base of 10(R)-HPO(6,8,12)TrE, obtained by deprotonation of the carboxy group; major species at pH 7.3. It derives from a gamma-linolenate. It is a conjugate base of a 10(R)-HPO(6,8,12)TrE.